tert-Butyl 4-(4-chloro-3-cyclopropyl-phenoxy)piperidine-1-carboxylate ClC1=C(C=C(OC2CCN(CC2)C(=O)OC(C)(C)C)C=C1)C1CC1